O=C1N(CCN1C1=CC=CC=C1)C1CNCCC1 3-(2-oxo-3-phenylimidazolin-1-yl)piperidine